BrC1=CC=C(C=C1)C(C)CC 1-bromo-4-(sec-butyl)benzene